CC1(C2(NC3=CC=CC=C13)OC1=C(C=C2)C=C(C=C1)[N+](=O)[O-])C 3',3'-dimethyl-6-nitrospiro[2H-1-benzopyran-2,2'-indolin]